C(C1=CC=CC=C1)N(CC(=O)C=1SC=CC1)CCO 2-(benzyl-(2-hydroxyethyl)amino)-1-(thien-2-yl)ethan-1-one